3-hydroxy-2-((5-methoxy-7-methyl-1H-indol-4-yl)methyl)-4-((tetrahydro-1H-pyrrolizin-7a(5H)-yl)methoxy)-2H-indazole-5-carbonitrile OC=1N(N=C2C=CC(=C(C12)OCC12CCCN2CCC1)C#N)CC1=C2C=CNC2=C(C=C1OC)C